4-((2-(furan-2-yl)-4,4-dimethylcyclohex-1-en-1-yl)methyl)piperazine O1C(=CC=C1)C1=C(CCC(C1)(C)C)CN1CCNCC1